8-(4-tert-butylpiperazin-1-yl)-3-(2,4-dimethylbenzenesulfonyl)-4H,5H-[1,2,3]triazolo[1,5-a]quinazolin-5-one C(C)(C)(C)N1CCN(CC1)C1=CC=C2C(NC=3N(C2=C1)N=NC3S(=O)(=O)C3=C(C=C(C=C3)C)C)=O